(10R,14S)-14-amino-10-methyl-9-oxo-3,8-diazatricyclo[13.3.1.02,7]nonadeca-1(19),2(7),3,5,15,17-hexaene-5-carbonitrile N[C@H]1CCC[C@H](C(NC=2C=C(C=NC2C=2C=CC=C1C2)C#N)=O)C